3-(((5-(ethyl-d5)-2-(trifluoromethyl)pyrazolo[1,5-a]pyrimidin-7-yl)amino)methyl)-3-(4-fluorophenyl)azetidine-1-carboxamide C(C([2H])([2H])[2H])(C1=NC=2N(C(=C1)NCC1(CN(C1)C(=O)N)C1=CC=C(C=C1)F)N=C(C2)C(F)(F)F)([2H])[2H]